C(CCCCC)#N hexanenitrile